COC=1C=C2CCN(CC2=CC1NC1=NC2=CC(=CC=C2C=N1)P(C)(C)=O)C (2-((6-Methoxy-2-methyl-1,2,3,4-tetrahydroisoquinolin-7-yl)amino)quinazolin-7-yl)dimethylphosphine oxide